[Fe]=[Se] iron selenide